CC1NC(CCCC1)C 2,7-dimethyl-azepane